ClC=1C(=C(C=C(C1)O)C1=C2C(=NC(=C1C)N1CC3(CN(C3)C(C=C)=O)CC1)CC(OC2)(C)C)C (M)-1-(6-(4-(3-chloro-5-hydroxy-2-methylphenyl)-3,7,7-trimethyl-7,8-dihydro-5H-pyrano[4,3-b]pyridin-2-yl)-2,6-diazaspiro[3.4]octan-2-yl)prop-2-en-1-one